ClC=1C=NC(=NC1)OC1=C(C=CC=C1)N1OC(=CC1)C=O 2-[(5-chloro-2-pyrimidinyl)oxylphenyl]-5-isoxazolecarboxaldehyde